7,9-dimethylpyrido[3',2':4,5]Furano[3,2-d]Pyrimidine-4-ol CC=1C=C(C2=C(OC3=C2N=CN=C3O)N1)C